N-(4-methylphenylsulfonyloxy)-7-oxabicyclo[2.2.1]hept-5-ene-2,3-dicarboximide CC1=CC=C(C=C1)S(=O)(=O)ON1C(=O)C2C3C=CC(C2C1=O)O3